COC1=CC=C(C=N1)C1=C(NC2=NC=C3C(=C21)N(C(N3C)=O)C)C3=CC=C(C=C3)CN3CCC(CC3)S(=O)(=O)C 8-(6-methoxypyridin-3-yl)-1,3-dimethyl-7-(4-((4-(methylsulfonyl)piperidin-1-yl)methyl)phenyl)-3,6-dihydroimidazo[4,5-d]pyrrolo[2,3-b]pyridin-2(1H)-one